3-nitro-4H-benzo[e][1,2]oxazin-4-one [N+](=O)([O-])C1=NOC2=C(C1=O)C=CC=C2